6-(4-((5-Fluoro-2-methoxybenzamido)methyl)phenyl)-4-(4-hydroxycyclohexyl)-1H-pyrazolo[4,3-c]pyridine-7-carboxamide FC=1C=CC(=C(C(=O)NCC2=CC=C(C=C2)C2=C(C3=C(C(=N2)C2CCC(CC2)O)C=NN3)C(=O)N)C1)OC